CC(CC1=C(C(O)=CC=C1)O)C(CC1=C(C(O)=CC=C1)O)C (2,3-dimethyltetramethylene)dicatechol